NCC=1C=C(SC1)C=1N(C=2C=CC=C(C2C1)N[C@H]1[C@H](CN(CC1)C)F)CC(F)(F)F 2-[4-(aminomethyl)-2-thienyl]-N-[(3S,4R)-3-fluoro-1-methyl-4-piperidyl]-1-(2,2,2-trifluoroethyl)indol-4-amine